(1S,4S)-4-(((S)-(3-chloro-2,6-difluorophenyl)(4-fluorobicyclo[2.2.1]heptan-1-yl)methyl)carbamoyl)cyclopent-2-en ClC=1C(=C(C(=CC1)F)[C@H](C12CCC(CC1)(C2)F)NC(=O)[C@@H]2C=CCC2)F